6-bromo-2-methyl-quinazoline BrC=1C=C2C=NC(=NC2=CC1)C